4-((4-Methyl-5-(2-oxopyrrolidin-1-yl)pyridin-3-yl)amino)-N-(4-(4-methylpiperazin-1-yl)phenyl)-2-oxo-1,2-dihydropyridine-3-carboxamide CC1=C(C=NC=C1N1C(CCC1)=O)NC1=C(C(NC=C1)=O)C(=O)NC1=CC=C(C=C1)N1CCN(CC1)C